1-[2-(2-fluoro-5-methyl-4-pyridinyl)-6-[5-[(6-methylpyridazin-3-yl)amino]benzimidazol-1-yl]-3-pyridinyl]ethanone FC1=NC=C(C(=C1)C1=NC(=CC=C1C(C)=O)N1C=NC2=C1C=CC(=C2)NC=2N=NC(=CC2)C)C